OC1=CC=C(CC2C(NC(N2)=O)=O)C=C1 5-(4-hydroxybenzyl)-hydantoin